N1=CC(=CC=C1)CNC(NC1=CC=C(C=C1)S(=O)(=O)N1CC(CC1)N1CCCC1)=O 3-(pyridin-3-ylmethyl)-1-{4-[3-(pyrrolidin-1-yl)pyrrolidine-1-sulfonyl]phenyl}urea